1,4-dichloro-5,8-diiodoanthraquinone ClC1=CC=C(C=2C(C3=C(C=CC(=C3C(C12)=O)I)I)=O)Cl